CC1(CCOCC1)NC1=NC=C(C=N1)C(=O)N 2-(4-methyltetrahydro-2H-pyran-4-ylamino)pyrimidine-5-carboxamide